FC1=C(C=CC(=C1)OC)C1=NN2C=NC=3C=CC=CC3C2=N1 2-(2-fluoro-4-methoxyphenyl)[1,2,4]triazolo[1,5-c]quinazolin